CC1(CCC1)OC1=C(C(=CC=C1)NCC1=NC=CC=C1)N 3-(1-methylcyclobutoxy)-N1-(pyridin-2-ylmethyl)benzene-1,2-diamine